5,6,7,8-tetrahydro-2,7-naphthyridin C1=NC=CC=2CCNCC12